The molecule is a member of the class of benzothiazoles bearing hydroxy and 2-amino-2-carboxyethyl substituents at positions 4 and 6 respectively. It has a role as a human metabolite. It is a member of benzothiazoles, a member of phenols and a non-proteinogenic alpha-amino acid. C1=C(C=C2C(=C1O)N=CS2)CC(C(=O)O)N